5-(1,1-difluoroethyl)-7-fluoro-N-methoxy-N-methyl-6,7-dihydro-5H-pyrrolo[1,2-b][1,2,4]triazole-2-carboxamide FC(C)(F)C1CC(C=2N1N=C(N2)C(=O)N(C)OC)F